benzyl 4-(1-((2-(trimethyl silyl)ethoxy)methyl)-1H-imidazol-4-yl)indoline-1-carboxylate C[Si](CCOCN1C=NC(=C1)C1=C2CCN(C2=CC=C1)C(=O)OCC1=CC=CC=C1)(C)C